9-(4-ethynylbenzyl)-9H-purin-6-amine C(#C)C1=CC=C(CN2C3=NC=NC(=C3N=C2)N)C=C1